CN(CCCC1(C2=C(C=CC3=C1C=CC=C3)C=CC=C2)O)C 5-(3-dimethylaminopropyl)-5-hydroxydibenzo(a,d)cycloheptene